(E)-2-Octen-4-Ol C\C=C\C(CCCC)O